Dipropyl-(6-pyrrolidin-1-yl-indan-2-yl)-amine C(CC)N(C1CC2=CC(=CC=C2C1)N1CCCC1)CCC